CC1=C(C(=O)NCC(NCC(F)(F)F)=O)C=CC(=C1)C1=NO[C@@](C1)(C(F)(F)F)C1=C(C(=CC(=C1)C(F)(F)F)C(F)F)F |o1:22| 2-methyl-N-[2-oxo-2-(2,2,2-trifluoroethylamino)ethyl]-4-[(5R or S)-5-[3-(difluoromethyl)-2-fluoro-5-(trifluoromethyl)phenyl]-5-(trifluoromethyl)-4H-isoxazol-3-yl]benzamide